C(C1=CC=CC=C1)N1CC=C(C=C1)C1=CC=C(S1)C=1SC(=CC1)C1=CC=NC=C1 1-benzyl-4-(5'-(pyridin-4-yl)-[2,2'-bithiophene]-5-yl)pyridine